COC=1C=CC2=C(C=C3C=CC=NC3=C2N1)C=1C=C2C(=NC1P(=O)C1=CC=CC=C1)C1=C(O2)C=CC=C1 9-Methoxy-6-phenanthrolyl(phenyl)phosphinoylbenzofuro[3,2-b]pyridine